CC1=NC(=CC(=N1)NC1=NC=C(C(=O)NOCC)C(=C1)NC1=C(C(=CC(=C1)F)C1=NC=C(C=N1)C)OC)C 6-((2,6-dimethyl-pyrimidin-4-yl)amino)-N-ethoxy-4-((5-fluoro-2-methoxy-3-(5-methyl-pyrimidin-2-yl)phenyl)amino)-nicotinamide